(R)-(3-((2,6-Dichlorophenyl)ethynyl)-1H-indazol-5-yl)(3-(dimethylamino)pyrrolidin-1-yl)methanone ClC1=C(C(=CC=C1)Cl)C#CC1=NNC2=CC=C(C=C12)C(=O)N1C[C@@H](CC1)N(C)C